C(C)N(CCOC1=C(C=C(C=C1C)NC1=NC=C(C(=N1)N1OCCC1C1=CC=CC=C1)C(F)(F)F)C)CC N-(4-(2-(diethylamino)ethoxy)-3,5-dimethylphenyl)-4-(3-phenylisoxazolidin-2-yl)-5-(trifluoromethyl)pyrimidin-2-amine